The molecule is a tertiary carboxamide resulting from the formal condensation between of the carboxy group of p-octylbenzoic acid with the amino group of 4-hydroxypiperidine. It has a role as an EC 2.7.1.91 (sphingosine kinase) inhibitor. It is a N-acylpiperidine, a tertiary carboxamide and a secondary alcohol. CCCCCCCCC1=CC=C(C=C1)C(=O)N2CCC(CC2)O